methyl 3-(azetidin-1-yl)-5-isopropoxybenzoate N1(CCC1)C=1C=C(C(=O)OC)C=C(C1)OC(C)C